7-methyl-1-(4-(morpholinylmethyl)phenyl)-1,4-dihydrothiochromeno[4,3-c]pyrazole-3-carboxylic acid 5,5-dioxide CC=1C=CC2=C(C1)S(CC1=C2N(N=C1C(=O)O)C1=CC=C(C=C1)CN1CCOCC1)(=O)=O